O=C1NN=C2N1C=CC=C2N2N=CC(=C2C(F)(F)F)C(=O)NC2=CC(=NC=C2)C(F)(F)F (3-oxo-2,3-dihydro-[1,2,4]triazolo[4,3-a]pyridin-8-yl)-5-trifluoromethyl-N-(2-trifluoromethylpyridin-4-yl)-1H-pyrazole-4-carboxamide